6-(methoxymethyl)-2-(methoxymethoxy)benzoate COCC1=CC=CC(=C1C(=O)[O-])OCOC